(3-(4-amino-2-ethylbenzamido) propyl) carbamate C(N)(OCCCNC(C1=C(C=C(C=C1)N)CC)=O)=O